O=C1NC(CCC1C=1C=C(N(C)CC(=O)OC(C)(C)C)C=CC1)=O tert-Butyl 2-[3-(2,6-dioxo-3-piperidyl)-N-methyl-anilino]acetate